COC1=C(C#N)C=CC=C1C(C)NN1N=CC(=C2C1=CN(C=C2)N2CCOCC2)C 2-methoxy-3-(1-((4-methyl-7-morpholinopyrido[3,4-c]pyridazin-1-yl)amino)ethyl)benzonitrile